ethyl-2-(prop-2-yn-1-yl)pent-4-yn-1-ol tert-butyl-4-(3-(ethoxycarbonyl)-1-(4-phenoxyphenyl)-1H-pyrazol-5-yl)-5,6-dihydropyridine-1(2H)-carboxylate C(C)(C)(C)C1N(CCC(=C1)C1=CC(=NN1C1=CC=C(C=C1)OC1=CC=CC=C1)C(=O)OCC)C(=O)OC(C(CC#C)CC#C)CC